IC1=NN(C2=C1C=NC(=C2)NC(C)=O)C(C2=CC=CC=C2)(C2=CC=CC=C2)C2=CC=CC=C2 N-(3-iodo-1-trityl-pyrazolo[4,3-c]pyridin-6-yl)acetamide